ethyl N-(tert-butoxycarbonyl)-N-(imidazo[1,5-a]pyridine-3-yl)glycinate C(C)(C)(C)OC(=O)N(CC(=O)OCC)C1=NC=C2N1C=CC=C2